tert-butyl (4-(4-((4-(5-(7-cyano-4-methyl-3,4-dihydroquinoxalin-1(2H)-yl)-1,3-dimethyl-2-oxo-1,2-dihydroquinolin-7-yl)piperidin-1-yl)methyl)cyclohexyl)-3-fluorophenyl)carbamate C(#N)C1=CC=C2N(CCN(C2=C1)C1=C2C=C(C(N(C2=CC(=C1)C1CCN(CC1)CC1CCC(CC1)C1=C(C=C(C=C1)NC(OC(C)(C)C)=O)F)C)=O)C)C